hexahydro-1,3,5-triethyl-triazine C(C)N1NN(CC(C1)CC)CC